NC1(CCN(CC1)C1=C(C(=C(C(=N1)SC(C(=O)N)C1=CC=CC=C1)C#N)CC)C#N)C 2-((6-(4-amino-4-methylpiperidin-1-yl)-3,5-dicyano-4-ethylpyridin-2-yl)thio)-2-phenylacetamide